3'H-spiro[benzo[c]xanthene-7,1'-isobenzofuran]-3'-one C12(OC(C3=CC=CC=C13)=O)C=1C=CC=CC1OC=1C3=C(C=CC12)C=CC=C3